P(OC1=CC(=CC=C1)C(C)(C)CC)(OC1=CC(=CC=C1)C(C)(C)CC)OC1=CC(=CC=C1)C(C)(C)CC tri(3-tertiarypentylphenyl) phosphite